S\1ONO/C1=C/C1=CC=C(OC2CCN(CC2)C(=O)N)C=C1 4-{4-[(Z)-(2,4-dioxathiazolidine-5-ylidene)methyl]phenoxy}piperidine-1-carboxamide